P(=O)(OP(=O)(O)OC[C@H]1O[C@H]([C@@H]([C@@H]1O)O)N1C(NC(C=C1)=O)=O)(O[C@H]1O[C@@H]([C@@H]([C@@H]([C@H]1O)O)O)CO)O [[(2R,3S,4R,5R)-5-(2,4-dioxopyrimidin-1-yl)-3,4-dihydroxyoxolan-2-yl]methoxy-hydroxyphosphoryl] [(2R,3R,4S,5R,6R)-3,4,5-trihydroxy-6-(hydroxymethyl)oxan-2-yl] hydrogen phosphate